(-)-α-methyl-histamine CC(N)CC1=CNC=N1